2-(5-{[(1S,2R,3R,5R)-2-fluoro-1,5-dimethyl-9-azabicyclo[3.3.1]nonan-3-yl]oxy}pyrazin-2-yl)-5-(1H-pyrazol-4-yl)phenol F[C@@H]1[C@@]2(CCC[C@](C[C@H]1OC=1N=CC(=NC1)C1=C(C=C(C=C1)C=1C=NNC1)O)(N2)C)C